2-[2-(2,3-dimethoxy-phenyl)-benzimidazol-1-yl]-N-isopropyl-4-phenyl-butanamide COC1=C(C=CC=C1OC)C1=NC2=C(N1C(C(=O)NC(C)C)CCC1=CC=CC=C1)C=CC=C2